(E)-3,5-Dimethoxy-4-((3-methyl-4-nitrophenyl)diazenyl)aniline COC=1C=C(N)C=C(C1\N=N\C1=CC(=C(C=C1)[N+](=O)[O-])C)OC